6-methyl-5,6,7,8-tetrahydroimidazo[1,5-a]pyridine-3-carboxylic acid ethyl ester C(C)OC(=O)C1=NC=C2N1CC(CC2)C